ON1CN(C(CC(CC1)C)C)O dihydroxy-1,3-dimethyl-4,6-diazacyclooctane